F[C@@H]1C[C@H](N(C1)C(CN1N=C(C2=CC(=CC=C12)C1=CN=NC=C1)C(=O)N)=O)C(N[C@@H]1[C@H](CCCC1)O)=O 1-(2-((2S,4R)-4-fluoro-2-((1S,2S)-2-hydroxycyclohexylcarbamoyl)pyrrolidin-1-yl)-2-oxoethyl)-5-(pyridazin-4-yl)-1H-indazole-3-carboxamide